P(=O)(O)(O)C(C(C(=O)[O-])(O)P(=O)(O)O)(O)P(=O)(O)O triphosphoglycerate